4-[2-(4-Bromophenyl)ethyl]morpholine BrC1=CC=C(C=C1)CCN1CCOCC1